C1(CC1)S(=O)(=O)NC=1SC=C(N1)C(=O)O 2-(Cyclopropanesulfonamido)thiazole-4-carboxylic Acid